C1(CCCCC1)NC(C(CC1CCN(CC1)C)N(C(CCCCCCCCCCCCCCCC)=O)C(CCCCCCC)CCCCCCC)=O N-(1-(cyclohexylamino)-3-(1-methylpiperidin-4-yl)-1-oxopropan-2-yl)-N-(pentadecan-8-yl)heptadecanamide